C1(CCCC1)N(CC(=O)O)NC1=NC(=NC=C1F)C1=CNC2=NC=CC=C21 N-cyclopentyl-N-((5-fluoro-2-(1H-pyrrolo[2,3-b]pyridin-3-yl)pyrimidin-4-yl)amino)glycine